4-(2-methoxyphenyl)-2-[1-(2,2,2-trifluoroethyl)-1H-pyrazol-3-yl]-2,3-dihydro-1H-pyrrolo[3,4-c]pyridin-1-one COC1=C(C=CC=C1)C1=NC=CC2=C1CN(C2=O)C2=NN(C=C2)CC(F)(F)F